BrC=1C=C(C=CC1)C1=CC=C(C2=CC=CC=C12)C1=NC2=C3N=CC=CC3=CC=C2C=C1 2-(1-(3-bromophenyl)naphthalen-4-yl)-1,10-phenanthroline